C(#N)C(C(=O)NC(OCC)=O)=NNC1=CC(=C(C(=C1)Cl)OC=1C=C2CCN(C(C2=CC1)=O)C1=CC=C(C=C1)C)Cl ethyl (2-cyano-2-(2-(3,5-dichloro-4-((1-oxo-2-(p-tolyl)-1,2,3,4-tetrahydroisoquinolin-6-yl)oxy)phenyl)hydrazono)acetyl)carbamate